O(O)C(C)(CC)OOC(C)(CC)OO 2-[(2-hydroperoxybutan-2-yl)peroxy]butane-2-peroxol